1-(6-bromo-1H-indol-2-yl)methanol BrC1=CC=C2C=C(NC2=C1)CO